5-{2-[(2R,4S)-4-{[(6-methanesulfonylpyridin-3-yl)oxy]methyl}-2-methylpyrrolidin-1-yl]ethyl}benzene-1,3-dicarbonitrile CS(=O)(=O)C1=CC=C(C=N1)OC[C@H]1C[C@H](N(C1)CCC=1C=C(C=C(C1)C#N)C#N)C